ClC1=NC=C(C=N1)C1=NC=CC=N1 2-(2-chloropyrimidin-5-yl)pyrimidine